C(C1=CC=CC=C1)C=1C(OC2=CC(=CC=C2C1C)OCC(CNCCCO)O)=O 3-benzyl-7-(2-hydroxy-3-((3-hydroxypropyl)amino)propoxy)-4-methyl-2H-chromen-2-one